C(C)(=O)N(CCCCCNC(CCC(=O)N(CCCCCNC(CCC(=O)N(O)CCCCCN)=O)O)=O)O N4-[5-[[4-[[5-(acetylhydroxyamino)pentyl]amino]-1,4-dioxobutyl]hydroxyamino]pentyl]-N1-(5-aminopentyl)-N1-hydroxy-succinamide